(R)-1,1,1-TRIFLUOROPENT-4-ENE-2-SULFONAMIDE FC([C@@H](CC=C)S(=O)(=O)N)(F)F